C1(CC1)C1=NC(=NO1)OCC1=C(N=NN1C)C1=CC=C(C(=N1)CC)N1C[C@@H](CC(C1)(F)F)CC(=O)OC methyl (R)-2-(1-(6-(5-(((5-cyclopropyl-1,2,4-oxadiazol-3-yl)oxy)methyl)-1-methyl-1H-1,2,3-triazol-4-yl)-2-ethylpyridin-3-yl)-5,5-difluoropiperidin-3-yl)acetate